5-ethyl-6-fluoronaphthalene-2-ol formate C(=O)OC1=CC2=CC=C(C(=C2C=C1)CC)F